ClC=1C=CC2=C(N(C3=C(CC2)C=CC=C3)CCCCNC/C=C/C(=O)NOC3=CC=CC=C3)C1 (E)-4-[4-(3-chloro-10,11-dihydro-5H-dibenzo[b,f]azepin-5-yl)butylamino]-N-phenoxy-but-2-enamide